tert-butyl 6-((6-cyano-8-(3,3-difluorocyclopentyl)-7-oxo-7,8-dihydropyrido[2,3-d]pyrimidin-2-yl)amino)-3,4-dihydroisoquinoline-2(1H)-carboxylate C(#N)C1=CC2=C(N=C(N=C2)NC=2C=C3CCN(CC3=CC2)C(=O)OC(C)(C)C)N(C1=O)C1CC(CC1)(F)F